N-((1s,3s)-3-(6-((4-(4-((1-((2-(2,6-dioxopiperidin-3-yl)-1,3-dioxoisoindolin-5-yl)glycyl)piperidin-4-yl)methyl)piperazin-1-yl)benzyl)amino)-9H-purin-9-yl)cyclobutyl)acetamide O=C1NC(CC[C@@H]1N1C(C2=CC=C(C=C2C1=O)NCC(=O)N1CCC(CC1)CN1CCN(CC1)C1=CC=C(CNC2=C3N=CN(C3=NC=N2)C2CC(C2)NC(C)=O)C=C1)=O)=O